Cl.Cl.Cl.NCC1=C(C(=C(C(=C1C)CN)C)CN)Br 1,3,5-tris(aminomethyl)-2-bromo-4,6-dimethylbenzene Trihydrochloride